3-(4-bromo-5-(((1-(3-(2,3-dichlorophenyl)-1H-pyrazolo[3,4-b]pyrazin-6-yl)-4-methylpiperidin-4-yl)amino)methyl)-1-oxoisoindolin-2-yl)piperidine-2,6-dione BrC1=C2CN(C(C2=CC=C1CNC1(CCN(CC1)C1=CN=C2C(=N1)NN=C2C2=C(C(=CC=C2)Cl)Cl)C)=O)C2C(NC(CC2)=O)=O